phenethylphenyl disulfide C(CC1=CC=CC=C1)SSC1=CC=CC=C1